CN1C(=NC2=C1C=CC(=C2)C2=C(C=CC(=N2)C#N)C=2C=NN(C2)CC(C(C)(F)F)F)C 6-(1,2-dimethyl-1H-benzimidazol-5-yl)-5-[1-(2,3,3-trifluorobutyl)-1H-pyrazol-4-yl]pyridine-2-carbonitrile